[O-2].[Zn+2].[Ag+] silver-zinc-oxide